1-(7-methoxy-6-nitro-3,4-dihydroisoquinolin-2(1H)-yl)ethan-1-one COC1=C(C=C2CCN(CC2=C1)C(C)=O)[N+](=O)[O-]